C1CC12CCN(CC2)C2=C(C=CC(=C2)Br)N(C=O)C=2C=C1C=CC(=NC1=C(C2F)N2CCC(CC2)(F)F)OC [2-(6-azaspiro[2.5]oct-6-yl)-4-bromophenyl]-N-[8-(4,4-difluoropiperidinyl)-7-Fluoro-2-methoxy(6-quinolyl)]formamide